BrC1=C(C=CC(=C1)C(C)(C)C)C=1C=C2CCN(C(C2=CC1)=O)C=1C=CC(=C(C1)NS(=O)(=O)C)OCOCCOC N-(5-(6-(2-bromo-4-(tert-butyl)phenyl)-1-oxo-3,4-dihydroisoquinolin-2(1H)-yl)-2-((2-methoxyethoxy)methoxy)phenyl)methanesulfonamide